ClC1=CC=C(C=C1)[C@H](C(=O)N1CCN(CC1)C=1C2=C(N=CN1)[C@@H](C[C@H]2C)O)CN2CCC(CC2)O (S)-2-(4-chlorophenyl)-1-(4-((5R,7R)-7-hydroxy-5-methyl-6,7-dihydro-5H-cyclopenta[d]pyrimidin-4-yl)piperazin-1-yl)-3-(4-hydroxypiperidin-1-yl)propan-1-one